IC1=CC=C(C=C1)C1=CC(=CC(=C1)C1=CC=C(C=C1)I)C1=CC=C(C=C1)I 1,3,5-tri-(4-iodophenyl)benzene